tert-butyl (2-amino-2-oxoethyl)(methyl)carbamate NC(CN(C(OC(C)(C)C)=O)C)=O